3-(6-(((5-(2-Aminopyridin-4-yl)-7H-pyrrolo[2,3-d]pyrimidin-4-yl)amino)methyl)pyridin-2-yl)propan-1-ol NC1=NC=CC(=C1)C1=CNC=2N=CN=C(C21)NCC2=CC=CC(=N2)CCCO